(R)-2-((tert-butyldiphenylsilyl)oxy)propanoic acid [Si](C1=CC=CC=C1)(C1=CC=CC=C1)(C(C)(C)C)O[C@@H](C(=O)O)C